6-[5-(difluoromethyl)-1,3,4-oxadiazol-2-yl]-2-[{[4-(2-methoxyethoxy)phenyl]methyl}(methyl)amino]-2,3-dihydro-1H-isoindol-1-one FC(C1=NN=C(O1)C1=CC=C2CN(C(C2=C1)=O)N(C)CC1=CC=C(C=C1)OCCOC)F